ClC=1C=C(C=C(C1OC=1C=C2C3=C(NC2=CC1)C(OCC3(C)C)C(F)F)Cl)N3N=C(C(NC3=O)=O)C#N 2-(3,5-dichloro-4-((1-(difluoromethyl)-4,4-dimethyl-1,3,4,9-tetrahydro-pyrano[3,4-b]indol-6-yl)oxy)phenyl)-3,5-dioxo-2,3,4,5-tetrahydro-1,2,4-triazine-6-carbonitrile